The molecule is an L-cysteine thioether that is L-cysteine in which the hydrogen of the thiol group has been replaced by a carboxymethyl group. It has a role as a mucolytic. It is a L-cysteine thioether and a non-proteinogenic L-alpha-amino acid. It is a conjugate acid of a S-carboxylatomethyl-L-cysteine(1-). C([C@@H](C(=O)O)N)SCC(=O)O